ClC1=C(CNC(=O)C2=NOC(C2)C(=O)N[C@@H](CC(C)C)B(O)O)C=C(C=C1)Cl ((1R)-1-(3-((2,5-dichlorobenzyl)carbamoyl)-4,5-dihydroisoxazole-5-carboxamido)-3-methylbutyl)boronic acid